ClC1=NC=C(C(=N1)NC1CC1)C(=O)NC1=C(C=CC=C1OC)Cl 2-chloro-N-(2-chloro-6-methoxyphenyl)-4-(cyclopropylamino)pyrimidine-5-carboxamide